C1=CC=CC=2OC3=CC=CC=C3OC12 Oxanthrene